Cl.S1C=NC2=C1C=CC=C2 benzo[d]Thiazole hydrochloride